C(#N)C1=CC=C(C=C1)S(=O)(=O)N(CCC1=NC=CC=C1)C1=CC=CC=C1 4-Cyano-N-phenyl-N-[2-(pyridin-2-yl)ethyl]-benzensulfonamid